2-(6-{5-chloro-2-[(oxacyclohex-4-yl)amino]pyrimidin-4-yl}-1-oxo-2,3-dihydro-1H-isoindol-2-yl)-N-[1-(2-oxo-1,2,3,4-tetrahydroquinolin-6-yl)ethyl]acetamide ClC=1C(=NC(=NC1)NC1CCOCC1)C1=CC=C2CN(C(C2=C1)=O)CC(=O)NC(C)C=1C=C2CCC(NC2=CC1)=O